1-bromo-4-(1-(methylsulfonyl)vinyl)benzene BrC1=CC=C(C=C1)C(=C)S(=O)(=O)C